1-hydroxy-2-(5H-imidazo[4,3-a]isoindol-5-yl)-7-azaspiro[3.5]nonane-7-carboxylic acid tert-butyl ester C(C)(C)(C)OC(=O)N1CCC2(CC(C2O)C2N3C(C4=CC=CC=C24)=CN=C3)CC1